O=C1CCC2(CN(C2)C(=O)OC(C)(C)C)CC1 tertbutyl 7-oxo-2-azaspiro[3.5]nonane-2-carboxylate